[Zn].[Al].N1CC(CC1)CC(=O)N 2-(pyrrolidin-3-yl)acetamide aluminium zinc